(2R)-N-((S)-(3-chloro-2-fluorophenyl)(trans-3-(trifluoromethyl)cyclobutyl)methyl)-2-methyl-3-oxopiperazine-1-carboxamide ClC=1C(=C(C=CC1)[C@@H](NC(=O)N1[C@@H](C(NCC1)=O)C)[C@@H]1C[C@H](C1)C(F)(F)F)F